4-chloro-N-(methoxymethyl)-N-(5-methyl-2-(3-nitrophenoxy)pyridin-3-yl)-3-(trifluoromethyl)benzenesulfonamide ClC1=C(C=C(C=C1)S(=O)(=O)N(C=1C(=NC=C(C1)C)OC1=CC(=CC=C1)[N+](=O)[O-])COC)C(F)(F)F